FC1=C(C=CC=C1)C1=C(NC2=CC=CC=C12)C(=O)NC[C@@H](C(CCNC(OC(C)(C)C)=O)O)NC(OC(C)(C)C)=O di-tert-butyl ((4S)-5-(3-(2-fluorophenyl)-1H-indole-2-carboxamido)-3-hydroxypentane-1,4-diyl)dicarbamate